ClC1=C(C=CC=C1Cl)N1CCC(CC1)CCN[C@@H]1CC2=C(N=C(S2)N)CC1 (S)-N6-(2-(1-(2,3-dichlorophenyl)piperidine-4-yl)ethyl)-4,5,6,7-tetrahydrobenzo[d]thiazole-2,6-diamine